7-methoxy-5H-pyrido[4,3-b]indole COC=1C=CC=2C3=C(NC2C1)C=CN=C3